7-(1-(7-(4-cyano-3-fluorophenyl)-8-(3-hydroxy-4-methylphenyl)imidazo[1,2-c]pyrimidin-5-yl)piperidin-4-ylamino)-N-hydroxyheptanamide hydrochloride Cl.C(#N)C1=C(C=C(C=C1)C1=C(C=2N(C(=N1)N1CCC(CC1)NCCCCCCC(=O)NO)C=CN2)C2=CC(=C(C=C2)C)O)F